ClC1=CC=C(C=C1)C1=C(CCC(C1)(C)C)C(=O)N1CCN(CC1)CC1=C2CN(C(C2=CC=C1)=O)C1C(NC(CC1)=O)=O 3-(4-((4-(4'-chloro-5,5-dimethyl-3,4,5,6-tetrahydro-[1,1'-biphenyl]-2-carbonyl)piperazine-1-yl)methyl)-1-oxoisoindolin-2-yl)piperidine-2,6-dione